(S)-1-(4-(3-(2-chlorophenoxy)-5-fluorobenzyl)-2-methylpiperazine-1-carbonyl)-1H-pyrazole-3-carboxylic acid ClC1=C(OC=2C=C(CN3C[C@@H](N(CC3)C(=O)N3N=C(C=C3)C(=O)O)C)C=C(C2)F)C=CC=C1